O1CC(C1)OCCO 2-(oxetan-3-yloxy)ethanol